2-(dimethylamino)-1-(4-(3-isopropyl-2-(8-methoxy-7-methyl-[1,2,4]triazolo[1,5-b]pyridazin-6-yl)-1H-indol-5-yl)piperidin-1-yl)ethan-1-one CN(CC(=O)N1CCC(CC1)C=1C=C2C(=C(NC2=CC1)C=1C(=C(C=2N(N1)N=CN2)OC)C)C(C)C)C